BrC=1C(=C2C(=NN(C2=CC1)C)N)OC 5-Bromo-4-methoxy-1-methyl-1H-indazol-3-amine